Nα,Nε-bis-lauroyl-L-lysine C(CCCCCCCCCCC)(=O)N[C@@H](CCCCNC(CCCCCCCCCCC)=O)C(=O)O